[(S)-[(3aS,4R,6R,6aR)-4-(4-chloropyrrolo[2,3-d]pyrimidin-7-yl)-2,2-dimethyl-4,5,6,6a-tetrahydro-3aH-cyclopenta[d][1,3]dioxol-6-yl]-(4-chlorophenyl)methyl] 4-phenylbenzoate C1(=CC=CC=C1)C1=CC=C(C(=O)O[C@H](C2=CC=C(C=C2)Cl)[C@H]2C[C@H]([C@H]3[C@@H]2OC(O3)(C)C)N3C=CC2=C3N=CN=C2Cl)C=C1